Amino-Boran NB